(S)-7-(2-fluorophenyl)-1-(2-isopropyl-6-methylphenyl)-6-methyl-4-(2-methylpiperazin-1-yl)pyrido[2,3-d]pyrimidin-2(1H)-one trifluoroacetate FC(C(=O)O)(F)F.FC1=C(C=CC=C1)C=1C(=CC2=C(N(C(N=C2N2[C@H](CNCC2)C)=O)C2=C(C=CC=C2C)C(C)C)N1)C